(2-(pyridin-3-ylethynyl)pyridin-4-yl)methanol N1=CC(=CC=C1)C#CC1=NC=CC(=C1)CO